8-amino-7-fluoro-6-(5-methyl-1H-pyrazol-4-yl)isoquinolin NC=1C(=C(C=C2C=CN=CC12)C=1C=NNC1C)F